2-[6-[3-(Difluoromethyl)-4-fluoro-phenyl]-3-fluoro-pyrazolo[4,3-b]pyridin-1-yl]-1-(3-methylazetidin-1-yl)ethanone FC(C=1C=C(C=CC1F)C=1C=C2C(=NC1)C(=NN2CC(=O)N2CC(C2)C)F)F